FC(OC1=CC=CC(=N1)C1=NN(C=2C1=NC=C(C2)C(=O)NC2(CS(C2)(=O)=O)C)C(C)C)F 3-[6-(difluoromethoxy)-2-pyridyl]-1-isopropyl-N-(3-methyl-1,1-dioxo-thietan-3-yl)pyrazolo[4,3-b]pyridine-6-carboxamide